CN(C(CNC(=O)N[C@@H]1CC2=CC(=CC=C2CC1)O)C1=CSC=C1)C 1-(2-dimethylamino-2-thiophen-3-yl-ethyl)-3-((S)-7-hydroxy-1,2,3,4-tetrahydro-naphthalen-2-yl)-urea